(Z)-N'-Isobutyryl-3-(3-(3-(pentafluorosulfanyl)-5-(trifluoromethyl)phenyl)-1H-1,2,4-triazol-1-yl)acrylhydrazid C(C(C)C)(=O)NNC(\C=C/N1N=C(N=C1)C1=CC(=CC(=C1)C(F)(F)F)S(F)(F)(F)(F)F)=O